valyl-citrullinyl-p-aminobenzylcarbamate N[C@@H](C(C)C)C(=O)N[C@@H](CCCNC(=O)N)C(=O)OC(NCC1=CC=C(C=C1)N)=O